C(C)(=O)N1C(=NC(C1C1=CC=CC=C1)C1=CC=CC=C1)C1=CC=CC=C1 1-acetyl-2,4,5-triphenyl-4,5-dihydroimidazole